3-(6-methoxypyridin-3-yl)-3-(3-(4-(5,6,7,8-tetrahydro-1,8-naphthyridin-2-yl)butyl)cyclobutyl)propionic acid COC1=CC=C(C=N1)C(CC(=O)O)C1CC(C1)CCCCC1=NC=2NCCCC2C=C1